[2-(2-OXO-ETHYL)-BENZYL]CARBAMIC ACID BENZYL ESTER C(C1=CC=CC=C1)OC(NCC1=C(C=CC=C1)CC=O)=O